5-cyclopentyl-1H-pyrrole-3-sulfonyl chloride C1(CCCC1)C1=CC(=CN1)S(=O)(=O)Cl